N-((3R,4S)-4-((6-(2,6-difluoro-3,5-di-methoxyphenyl)-8-(((tetrahydrofuran-2-yl)methyl)amino)pyrido[3,4-d]pyrimidin-2-yl)amino)tetrahydrofuran-3-yl)acrylamide FC1=C(C(=C(C=C1OC)OC)F)C1=CC2=C(N=C(N=C2)N[C@H]2[C@H](COC2)NC(C=C)=O)C(=N1)NCC1OCCC1